ClC1=C2C(=NC=C1C=1C(=C(C=CC1)C(=O)N1[C@@H](CCCC1)C=1C=NN(C1)C)F)NCC21CCC(CC1)O (3-((1r,4r)-4'-Chloro-4-hydroxy-1',2'-dihydrospiro[cyclohexane-1,3'-pyrrolo[2,3-b]pyridin]-5'-yl)-2-fluorophenyl)((S)-2-(1-methyl-1H-pyrazol-4-yl)piperidin-1-yl)methanone